C(C)(C)S(=O)N(C(=O)N)S(=O)C(C)C N,N-diisopropyl-sulfinyl-urea